tert-butyl (R)-((3-(5-chloro-2-(4,4-difluoroazepan-1-yl)-4-(trifluoromethyl)benzamido)phenyl)(methyl)(oxo)-λ6-sulfaneylidene)carbamate ClC=1C(=CC(=C(C(=O)NC=2C=C(C=CC2)[S@](=O)(C)=NC(OC(C)(C)C)=O)C1)N1CCC(CCC1)(F)F)C(F)(F)F